1-(4-(4-amino-7-(1'-methyl-[1,4'-bipiperidin]-4-yl)-7H-pyrrolo[2,3-d]pyrimidin-5-yl)phenyl)-3-(5-(tert-butyl)isoxazole-3-yl)urea NC=1C2=C(N=CN1)N(C=C2C2=CC=C(C=C2)NC(=O)NC2=NOC(=C2)C(C)(C)C)C2CCN(CC2)C2CCN(CC2)C